N-[(5-cyclopropyl-6-fluoropyridin-2-yl)(phenyl)methyl]-4-fluoro-1-[2-(4H-1,2,4-triazol-4-yl)acetyl]pyrrolidine-2-carboxamide C1(CC1)C=1C=CC(=NC1F)C(NC(=O)C1N(CC(C1)F)C(CN1C=NN=C1)=O)C1=CC=CC=C1